2-ethylbutanoyl chloride C(C)C(C(=O)Cl)CC